FC(C1=CN(C(=C1C1=CC=CC=C1)F)C1=CC=C(N)C=C1)(F)F 4-(3-trifluoromethyl-5-fluoro-4-phenyl-1H-pyrrol-1-yl)aniline